FC=1C=C(C=CC1)S(=O)(=O)N(C1=CC=2OC(C(=CC2S1)C(=O)O)=O)C 2-[(3-Fluoro-benzenesulfonyl)-methyl-amino]-5-oxo-5H-thieno[3,2-b]pyran-6-carboxylic acid